O1C(=NC=C1)CN 1-(1,3-oxazol-2-yl)methylamine